(S)-6-diazo-2-((S)-2-hydroxypropanamido)-5-oxohexanoic acid [N+](=[N-])=CC(CC[C@@H](C(=O)O)NC([C@H](C)O)=O)=O